4-(4-(4-(1-ethylpiperidin-4-yl)piperazin-1-yl)piperidin-1-yl)-3-((3-fluoro-4-(octadecyloxy)phenyl)sulfonyl)-6-methoxyquinoline C(C)N1CCC(CC1)N1CCN(CC1)C1CCN(CC1)C1=C(C=NC2=CC=C(C=C12)OC)S(=O)(=O)C1=CC(=C(C=C1)OCCCCCCCCCCCCCCCCCC)F